C(C)(=O)OCCCCCCCCCCCCCC\C=C\C=C (15E)-15,17-octadecadien-1-yl acetate